hydroxycitric acid OC(C(=O)O)C(O)(C(=O)O)CC(=O)O